Z-1,2,3,3-tetrafluoropropene F\C=C(\C(F)F)/F